C(C1=CC=CC=C1)OC(=O)N1CC(CC1)(O)C1=CC=C(C=C1)F 3-(4-fluorophenyl)-3-hydroxy-pyrrolidine-1-carboxylic acid benzyl ester